C(C)(=O)O[C@H]1[C@H](OC(C)=O)[C@@H](OC(C)=O)[C@@H](OC(C)=O)[C@H](O1)COC(C)=O Beta-galactose pentaacetate